5-Aminotoluol NC=1C=CC=C(C1)C